BrC1=CC=CC(=N1)N1N=CC=2C=NC(=CC21)NC(C)=O N-(1-(6-bromopyridin-2-yl)-1H-pyrazolo[4,3-C]pyridin-6-yl)acetamide